FC(C1=CC=C(C=C1)C1=CN=C2SC(=NN21)C2=CC=C(C=C2)C=O)(F)F (4-(5-(4-(trifluoromethyl)phenyl)imidazo[2,1-b][1,3,4]thiadiazol-2-yl)phenyl)methanone